C1(=CC=CC=C1)SC1=CC(=CC=2OCCNC21)SC2=CC=CC=C2 5,7-bis(phenylthio)-3,4-dihydro-2H-benzo[b][1,4]oxazine